BrC=1N(C(=NN1)[C@]1([C@@H]2[C@H](C(N1C1=NC(=CC(=C1)C(F)(F)F)C)=O)CCC2)C2=NN=CN2C=2C=C(C=CC2)C)C=2C=C(C=CC2)C (3S,3aS,6aR)-3-(5-bromo-4-(m-tolyl)-4H-1,2,4-triazol-3-yl)-2-(6-methyl-4-(trifluoromethyl)pyridin-2-yl)-3-(4-(m-tolyl)-4H-1,2,4-triazol-3-yl)hexahydrocyclopenta[c]pyrrole-1(2H)-one